(2R)-N-((R)-(4-chloro-2,5-difluorophenyl)(cyclopropyl)methyl)-1-((5-(methylsulfonyl)-3-pyridinyl)carbonyl)-2-piperidinecarboxamide ClC1=CC(=C(C=C1F)[C@H](NC(=O)[C@@H]1N(CCCC1)C(=O)C=1C=NC=C(C1)S(=O)(=O)C)C1CC1)F